OCCN1N=CC(=C1)C1=NN2C(=NC=3C=CC=CC3C2=N1)N[C@H]1C(NCCCC1)=O (3R)-3-({2-[1-(2-hydroxyethyl)-1H-pyrazol-4-yl][1,2,4]triazolo[1,5-c]quinazolin-5-yl}amino)azepan-2-one